2-bromo-N-(4-fluorobenzyl)acetamide di-tert-butyl-thiophosphite C(C)(C)(C)SP(OC(C)(C)C)O.BrCC(=O)NCC1=CC=C(C=C1)F